2',3,4,5-tetrafluorobiphenyl FC1=C(C=CC=C1)C1=CC(=C(C(=C1)F)F)F